4-amino-7-fluoro-N,1-dimethyl-N-((3S)-6-(pentafluoro-lambda~6~-sulfanyl)-2,3-dihydro-1-benzofuran-3-yl)-1H-pyrazolo[4,3-c]quinoline-8-carboxamide NC1=NC=2C=C(C(=CC2C2=C1C=NN2C)C(=O)N([C@@H]2COC1=C2C=CC(=C1)S(F)(F)(F)(F)F)C)F